6-chloro-2-(2-methylbiphenyl-3-yl)[1,3]oxazolo[5,4-c]pyridine ClC1=CC2=C(C=N1)OC(=N2)C=2C(=C(C=CC2)C2=CC=CC=C2)C